[Ni](Cl)Cl.N1C=NCC1 imidazoline nickel chloride